C(C)N(CCN1N=CC(=C1)N)CC 2-(diethylamino)ethyl-1H-pyrazol-4-amine